CC1=CC=2C(C3=CC(=CC=C3OC2C=C1)C)C1=CC=CC=C1 2,7-dimethyl-9-phenylxanthene